4,4'-di-tert-butyl-2,2-bipyridine C(C)(C)(C)C1=CC(=NC=C1)C1=NC=CC(=C1)C(C)(C)C